4-((4-(5-chloro-2-(4-fluoro-2-methylphenoxy)-4-(trifluoromethyl)benzoylamino)-6-oxopyridazin-1(6H)-yl)methoxy)-4-oxobutanoic acid ClC=1C(=CC(=C(C(=O)NC=2C=NN(C(C2)=O)COC(CCC(=O)O)=O)C1)OC1=C(C=C(C=C1)F)C)C(F)(F)F